(2R,3R,4S,5R,6R)-4-(4-(2,3-difluoro-4-methylphenyl)-1H-1,2,3-triazol-1-yl)-2-(hydroxymethyl)-6-((5-(2-hydroxypropan-2-yl)isoxazol-3-yl)methyl)-5-methoxytetrahydro-2H-pyran-3-ol FC1=C(C=CC(=C1F)C)C=1N=NN(C1)[C@H]1[C@H]([C@H](O[C@@H]([C@@H]1OC)CC1=NOC(=C1)C(C)(C)O)CO)O